1-(4-hydroxy-piperidin-1-yl)ethan-1-one OC1CCN(CC1)C(C)=O